C(#N)C=1C=C(C=CC1)C1=NN2C(NC(=CC2)C(=O)OCC)=C1 ethyl 2-(3-cyanophenyl)-4,7-dihydropyrazolo[1,5-a]pyrimidine-5-carboxylate